2-[6-[[1-methyl-5-(trifluoromethyl)pyrazol-4-yl]methyl]-2-azaspiro[3.3]heptane-2-carbonyl]-7-oxa-2,5-diazaspiro[3.4]octan-6-one CN1N=CC(=C1C(F)(F)F)CC1CC2(CN(C2)C(=O)N2CC3(C2)NC(OC3)=O)C1